CCCC(Br)Br Dibromobutane